chloro(2-dicyclohexylphosphino-2',6'-dimethoxy-1,1'-biphenyl-2-yl)palladium (II) Cl[Pd]C1(C(=CC=CC1)C1=C(C=CC=C1OC)OC)P(C1CCCCC1)C1CCCCC1